OCCCC[C@H]1N(CCCC1)C(=O)OC(C)(C)C tert-butyl (S)-2-(4-hydroxybutyl)piperidine-1-carboxylate